N7-Methyl-N7-(2-{4-[4-({2-[(2H3)methyloxy](2H4)ethyl}oxy)phenyl]piperazin-1-yl}ethyl)-2-(1,3-oxazol-2-yl)[1,2,4]triazolo[1,5-c]pyrimidine-5,7-diamine CN(C1=CC=2N(C(=N1)N)N=C(N2)C=2OC=CN2)CCN2CCN(CC2)C2=CC=C(C=C2)OC(C(OC([2H])([2H])[2H])([2H])[2H])([2H])[2H]